C1NC[C@@H]2[C@H]1CN(C2)C2=CC(=CC=1CCOC12)C=1C(=NC(=NC1)N)N |r| 7-[rac-(3aS,6aR)-2,3,3a,4,6,6a-hexahydro-1H-pyrrolo[3,4-c]pyrrol-5-yl]-2,3-dihydrobenzofuran-5-yl-pyrimidine-2,4-diamine